1-azabicyclo[2.2.1]heptan-3-amine N12CC(C(CC1)C2)N